C1(=CC=CC=C1)C(\C=C\C(=O)C1=CC=CC=C1)=O (E)-1,4-diphenylbut-2-ene-1,4-dione